C(C)NC1CCN(CC1)C1=CC2=C(N=C(S2)C2=CC3=CN(N=C3C(=C2)F)C)S1 N-ethyl-1-[2-(7-fluoro-2-methylindazol-5-yl)thieno[2,3-d][1,3]thiazol-5-yl]piperidin-4-amine